ClC=1C=C(C#N)C=C(N1)NCC1=CC=C(C=C1)OC 2-chloro-6-((4-methoxybenzyl)amino)isonicotinonitrile